tert-butyl (R)-7'-methyl-3',4'-dihydro-1'H-spiro[pyrrolidine-3,2'-[1,8]naphthyridine]-1-carboxylate CC1=CC=C2CC[C@]3(NC2=N1)CN(CC3)C(=O)OC(C)(C)C